Dimethyl 4-[(2-chloro-3-formyl-phenyl)sulfonylamino]benzene-1,2-dicarboxylate ClC1=C(C=CC=C1C=O)S(=O)(=O)NC=1C=C(C(=CC1)C(=O)OC)C(=O)OC